Cl.F[C@H]1C[C@@H](CNC1)N1C(CCCC1)=O (3'S,5'S)-5'-Fluoro[1,3'-bipiperidin]-2-one, hydrochloride salt